C1(=CC=CC2=CC=CC=C12)N(C1=CC=C(C=C1)C1=CC=C(C=C1)N(C1=CC=C(C=C1)C=C)C1=CC=CC2=CC=CC=C12)C1=CC=C(C=C1)C=C N4,N4'-di(naphthalene-1-yl)-N4,N4'-bis(4-vinyl-phenyl)biphenyl-4,4'-diamine